1-cyclopropylmethyl-1,3-dihydro-2H-benzo[d]imidazol-2-one C1(CC1)CN1C(NC2=C1C=CC=C2)=O